(R)-1-(4-(5-chloro-3-methylpyridin-2-yl)-2-methylpiperazin-1-yl)-4-(quinolin-5-yl)butan-1-one ClC=1C=C(C(=NC1)N1C[C@H](N(CC1)C(CCCC1=C2C=CC=NC2=CC=C1)=O)C)C